1-2-hydroxyethyl [2-(2-hydroxyethoxy) ethyl] terephthalate C(C1=CC=C(C(=O)OCCOCCO)C=C1)(=O)OCCO